3-(2-fluorophenyl)-5-(4-fluorophenyl)-6,6-dimethylpiperidin-2-one FC1=C(C=CC=C1)C1C(NC(C(C1)C1=CC=C(C=C1)F)(C)C)=O